C1(=CC=CC=C1)C=1OC2=CC=CC=C2C(C1)=O 2-phenylchromen-4-one